ClC1=CC=2N(C=C1C(F)(F)F)N=C(N2)N 7-Chloro-6-(trifluoromethyl)[1,2,4]triazolo[1,5-a]pyridin-2-amine